3,4-diazidoethoxyfurazanyl-furazan N(=[N+]=[N-])C1N(ON=C1N=[N+]=[N-])C1=NON=C1OCC